S(N)(=O)(=O)C1=CC=C(C=N1)NC(OC1=CC=CC=C1)=O phenyl (6-sulfamoylpyridin-3-yl)carbamate